(S)-4-(1-(1-((4'-fluoro-[1,1'-biphenyl]-4-yl)methyl)-5-phenyl-1H-indazol-7-amido)ethyl)benzoic acid FC1=CC=C(C=C1)C1=CC=C(C=C1)CN1N=CC2=CC(=CC(=C12)C(=O)N[C@@H](C)C1=CC=C(C(=O)O)C=C1)C1=CC=CC=C1